7-(2,3-Dichlorophenyl)-N-[(4S)-3,4-dihydro-2H-chromen-4-yl]-4-fluoro-3-(morpholin-4-yl)-1-benzothiophene-2-carboxamide ClC1=C(C=CC=C1Cl)C1=CC=C(C=2C(=C(SC21)C(=O)N[C@H]2CCOC1=CC=CC=C21)N2CCOCC2)F